N-Vinylpyrrolidone C(=C)N1C(CCC1)=O